triisopropoxytitanium triisostearate C(CCCCCCCCCCCCCCC(C)C)(=O)[O-].C(CCCCCCCCCCCCCCC(C)C)(=O)[O-].C(CCCCCCCCCCCCCCC(C)C)(=O)[O-].C(C)(C)O[Ti+3](OC(C)C)OC(C)C